COC1=C(COC2=NC(=CC=C2)C2CCNCC2)C=CC(=C1)C(F)(F)F ((2-methoxy-4-(trifluoromethyl)benzyl)oxy)-6-(piperidin-4-yl)pyridine